C(C(=O)O)(=O)O.O[C@H](C)C=1N(C2=C(C=NC(=C2)NC)N1)[C@@H]1CC[C@H](CC1)CC#N Trans-2-[4-[2-[(1R)-1-hydroxyethyl]-6-(methylamino)imidazo[4,5-c]pyridin-1-yl]cyclohexyl]acetonitrile oxalate